NC1=NN2C(C=C(C=C2)C=2C(=C(C(=O)NCC([C@H](O)C3=CC=C(C=C3)F)(F)F)C(=CC2)C2CC2)F)=N1 (R)-3-(2-amino-[1,2,4]triazolo[1,5-a]pyridin-7-yl)-6-cyclopropyl-N-(2,2-difluoro-3-(4-fluorophenyl)-3-hydroxypropyl)-2-fluorobenzamide